4-((4-methoxybenzyl)amino)-7-(methoxymethyl)imidazo[1,5-a]quinoxaline-8-carboxylic acid COC1=CC=C(CNC=2C=3N(C4=CC(=C(C=C4N2)COC)C(=O)O)C=NC3)C=C1